boronAn B1CCCCCCCC1